CCCCCCCCCC=CC=CC=CC=CC=C(C(=O)O)O Hydroxyeicosapentaenoic acid